ClC1=NC=C(C=N1)C(=O)NC1CCC(CC1)OC1=CC(=C(C=C1)C#N)Cl 2-chloro-N-[4-(3-chloro-4-cyano-phenoxy)cyclohexyl]pyrimidine-5-carboxamide